FC1=CC(=C(CN2N=C(C=3CN(CC(C32)C)C(=O)OC(C)(C)C)C(=O)OCC)C=C1)[N+](=O)[O-] 5-(tert-butyl) 3-ethyl 1-(4-fluoro-2-nitrobenzyl)-7-methyl-1,4,6,7-tetrahydro-5H-pyrazolo[4,3-c]pyridine-3,5-dicarboxylate